COC([C@H](CC)N1C(CCC1)=O)=O (S)-2-(2-oxopyrrolidine-1-yl)butyric acid methyl ester